C(C)(C)(C)OC(=O)N[C@H](C(=O)O)COC (2S)-2-(tert-butoxycarbonylamino)-3-methoxy-propanoic acid